[C@H]12CC(C[C@H](CC1)N2)C(=O)N2CCC(CC2)C=2C=C1C(=C(NC1=CC2)C2=CC(=NC=C2)C)C(C)C ((1R,3R,5S)-8-azabicyclo[3.2.1]oct-3-yl)(4-(3-isopropyl-2-(2-methylpyridin-4-yl)-1H-indol-5-yl)piperidin-1-yl)methanone